F[C@@H]1CN(C[C@@H]1NCCOC)C(=O)OC(C)(C)C tert-butyl (3R,4S)-3-fluoro-4-((2-methoxyethyl)amino)pyrrolidine-1-carboxylate